3-chloro-2-nitroethyl-5-trifluoromethyl-pyridine ClC=1C(=NC=C(C1)C(F)(F)F)CC[N+](=O)[O-]